distearic acid phosphate P(=O)(O)(O)O.C(CCCCCCCCCCCCCCCCC)(=O)O.C(CCCCCCCCCCCCCCCCC)(=O)O